CON.Cl O-methylhydroxylamine hydrochloride